(4'-(methoxy)octafluorobiphenyl) gallate C(C1=CC(O)=C(O)C(O)=C1)(=O)O.COC1=C(C(=C(C=C1F)C1=C(C(=C(C(=C1F)F)F)F)F)F)F